BrC(C(=O)C(F)(F)F)C(C1=CC=CC=C1)=O bromobenzoyl-trifluoroacetone